tert-butyl (1R,3R,5S)-3-({6-[4-(2-methyl-1,3-thiazol-5-yl)-1,3-benzothiazol-7-yl] pyridazin-3-yl}oxy)-8-azabicyclo[3.2.1]octane-8-carboxylate CC=1SC(=CN1)C1=CC=C(C2=C1N=CS2)C2=CC=C(N=N2)OC2C[C@H]1CC[C@@H](C2)N1C(=O)OC(C)(C)C